OC(C(=O)OC)CC1=NC=CC=C1[N+](=O)[O-] methyl 2-hydroxy-3-(3-nitropyridin-2-yl)propanoate